5-methyl-1-hexanol CC(CCCCO)C